C(#C)[C@H]1[C@@H]([C@H]([C@@H]([C@H](O1)C(=O)OC)O)O)O methyl (2S,3S,4R,5R,6S)-6-ethynyl-3,4,5-trihydroxy-tetrahydropyran-2-carboxylate